(R)-11-(4-fluorophenyl)-3-(2-methoxyethoxy)-10-(trifluoromethyl)-3,4-dihydro-2H,6H-[1,4]thiazepino[2,3,4-ij]quinazoline-6,8(7H)-dione FC1=CC=C(C=C1)C1=C(C=C2C(NC(N3C2=C1SC[C@@H](C3)OCCOC)=O)=O)C(F)(F)F